1-(1-(3-chlorophenyl)-2-hydroxyethyl)-3-(1-(2-(phenylamino)-pyridin-4-yl)-1H-pyrazol-4-yl)urea ClC=1C=C(C=CC1)C(CO)NC(=O)NC=1C=NN(C1)C1=CC(=NC=C1)NC1=CC=CC=C1